C=1NC=C(C=2C1C=CC=CC2)C#N cyclohepta[c]pyridine-4-carbonitrile